2-(6-bromo-5-fluoro-1-oxo-spiro[3H-isoquinolin-4,1'-cyclopropan]-2-yl)-N-(5-fluoropyrimidin-2-yl)acetamide Ethyl-4-chloro-2-oxo-3(2H)-benzothiazoleacetate C(C)OC(CN1C(SC2=C1C(=CC=C2)Cl)=O)=O.BrC=2C(=C1C(=CC2)C(N(CC12CC2)CC(=O)NC2=NC=C(C=N2)F)=O)F